lysyl-Leucine N[C@@H](CCCCN)C(=O)N[C@@H](CC(C)C)C(=O)O